CC1=NC(=CC(=N1)NC1=NC=C(C(=O)NOCC)C(=C1)NC1=C(C=C(C=C1)C)N(S(=O)(=O)C)C)C 6-((2,6-dimethyl-pyrimidin-4-yl)amino)-N-ethoxy-4-((4-methyl-2-(N-methyl-methanesulfonamido)phenyl)amino)nicotinamide